CC1=NN(C=N1)C1=NC=C(C=C1)C(F)(F)F (3-methyl-1H-1,2,4-triazol-1-yl)-5-(trifluoromethyl)pyridin